FC1=CC=C(C=C1)/C=C/C(=O)C1=NC=CC=C1 (2E)-3-(4-fluorophenyl)-1-(pyridin-2-yl)prop-2-en-1-one